glyceryl palmitat lactate C(C(O)C)(=O)O.C(CCCCCCCCCCCCCCC)(=O)OCC(O)CO